BrC1=C(C=C(C(=O)N2CC=3N(CC2)C(N(C3C(=O)NCC3=C(C=C(C=C3)C#N)F)C3=CC=C(C=C3)OC(C)C)=O)C=C1)Cl 7-(4-bromo-3-chloro-benzoyl)-N-[(4-cyano-2-fluoro-phenyl)methyl]-2-(4-isopropoxyphenyl)-3-oxo-6,8-dihydro-5H-imidazo[1,5-a]pyrazine-1-carboxamide